(Z)-5-((4-(4-(trifluoromethoxy)phenyl)pyridin-2-yl)methylene)thiazolidin-2,4-dione FC(OC1=CC=C(C=C1)C1=CC(=NC=C1)\C=C/1\C(NC(S1)=O)=O)(F)F